trimethylammonium-chloride salt [Cl-].C[NH+](C)C